(S)-Methyl 2-amino-5-methylhexanoate N[C@H](C(=O)OC)CCC(C)C